9-Fluoro-5-[4-[(3S)-1-(3-fluoropropyl)pyrrolidin-3-yl]oxyphenyl]-4-(1H-indol-4-yl)-2,3-dihydro-1-benzoxepin-8-ol FC1=C(C=CC=2C(=C(CCOC21)C2=C1C=CNC1=CC=C2)C2=CC=C(C=C2)O[C@@H]2CN(CC2)CCCF)O